4-(6-(trifluoromethyl)pyridin-3-yl)cyclohexanone FC(C1=CC=C(C=N1)C1CCC(CC1)=O)(F)F